trimethyl-[2-[[4-(4,5-dioxaborolan-2-yl)pyrazol-1-yl]methoxy]ethyl]silane C[Si](CCOCN1N=CC(=C1)C1BOOC1)(C)C